3-fluoro-4-(2-hydroxyethoxy)aniline FC=1C=C(N)C=CC1OCCO